4-[4-[3-Chloro-4-[1-(5-fluoro-2-pyridyl)-2-hydroxy-ethoxy]pyrazolo[1,5-a]pyridin-6-yl]-5-methyl-triazol-1-yl]piperidine-1-carbonitrile ClC=1C=NN2C1C(=CC(=C2)C=2N=NN(C2C)C2CCN(CC2)C#N)OC(CO)C2=NC=C(C=C2)F